(R)-2-(3-(hydroxy(4-methyl-4H-1,2,4-triazol-3-yl)(oxetan-3-yl)methyl)phenyl)-6-(((1-methylcyclobutyl)amino)methyl)-4-(trifluoromethyl)isoindolin-1-one O[C@@](C=1C=C(C=CC1)N1C(C2=CC(=CC(=C2C1)C(F)(F)F)CNC1(CCC1)C)=O)(C1COC1)C1=NN=CN1C